S(SC1=C(C=C(C(=C1)[N+](=O)[O-])F)C)C1=C(C=C(C(=C1)[N+](=O)[O-])F)C 1,1'-Disulfanediylbis(4-fluoro-2-methyl-5-nitrobenzene)